NC=1C(=NC(=CN1)C1=C(C=CC(=C1)C=1C=NN(C1)CC(F)(F)F)O)C(=O)N[C@@H]1CNC[C@H](C1)F 3-amino-N-((3S,5S)-5-fluoropiperidin-3-yl)-6-(2-hydroxy-5-(1-(2,2,2-trifluoroethyl)-1H-pyrazol-4-yl)phenyl)pyrazine-2-carboxamide